C(C)(C)(C)OC(=O)N1CCN(CC1)CC=1N(C2=CC(=CC=C2C1)C(=O)OC)S(=O)(=O)C1=CC=C(C)C=C1 methyl 2-((4-(tert-butoxycarbonyl) piperazin-1-yl) methyl)-1-tosyl-1h-indole-6-carboxylate